NC1=C(C=2C(=NC=C(N2)Br)N1C1=C(C(=CC=C1C)OC)C)C(=O)N 6-amino-2-bromo-5-(3-methoxy-2,6-dimethyl-phenyl)pyrrolo[2,3-b]pyrazine-7-carboxamide